O=C1C(O)=C([O-])[C@H](O1)[C@@H](O)CO.O=C1C(O)=C([O-])[C@H](O1)[C@@H](O)CO.[Ca+2] calcium diascorbate